hydroxy(phenyl)acetic acid OC(C(=O)O)C1=CC=CC=C1